N(=[N+]=[N-])[C@@]1(C[C@H](O)[C@@H](CO)O1)N1C(=O)N=C(N)C=C1 azido-2'-deoxycytidine